6-[2-[2-(2-aminoethoxy)ethoxy]ethylamino]-2-[2-[2-[2-[6-[2-[2-(2-aminoethoxy)ethoxy]ethylamino]-1,3-dioxobenzo[de]isoquinolin-2-yl]ethoxy]ethoxy]ethyl]benzo[de]isoquinoline-1,3-dione NCCOCCOCCNC=1C=CC=2C(N(C(C3=CC=CC1C23)=O)CCOCCOCCN2C(C3=CC=CC=1C3=C(C2=O)C=CC1NCCOCCOCCN)=O)=O